BrC1=C2CCC(C2=CC=C1)NC1=CC(=C(C#N)C=C1Cl)OC 4-((4-bromo-2,3-dihydro-1H-inden-1-yl)amino)-5-chloro-2-methoxybenzonitrile